(R)-4-(5-amino-1-(1-(but-2-ynyl)pyrrolidin-3-yl)imidazo[1,5-c]pyrimidin-3-yl)-N-(pyridin-2-yl)benzamide NC1=NC=CC=2N1C(=NC2[C@H]2CN(CC2)CC#CC)C2=CC=C(C(=O)NC1=NC=CC=C1)C=C2